[Cl-].C[N+](CCC[Si](OCC)(OCC)OCC)(CCCCCCCCCCCCCCCCCC)C dimethyloctadecyl-[3-triethoxysilylpropyl]ammonium chloride